Cl.NCC=1C=C2CN(C(C2=CC1)=C=O)C1C(NC(CC1)=O)=O 3-(5-(Aminomethyl)-1-carbonyl-isoindolin-2-yl)piperidine-2,6-dione hydrochloride